FC1=CC=C(C=C1)C1=C(C=C(C=C1)C1=NNC(O[C@H]1C)=O)C(F)(F)F (6S)-5-[4'-Fluoro-2-(trifluoromethyl)[biphenyl]-4-yl]-6-methyl-3,6-dihydro-2H-1,3,4-oxadiazin-2-one